C1(CCCCC1)N1C=NC(=C1C1=NC(=NC=C1)NCCCC1=CC=CC=C1)C1=CC=C(C=C1)F 4-(1-Cyclohexyl-4-(4-fluorophenyl)-1H-imidazol-5-yl)-N-(3-phenylpropyl)pyrimidin-2-amine